3α-hydroxy-5α-pregnan-11,20-dione O[C@H]1C[C@@H]2CC[C@H]3[C@@H]4CC[C@H](C(C)=O)[C@]4(CC([C@@H]3[C@]2(CC1)C)=O)C